(R)-N-ethyl-5-fluoro-N-isopropyl-2-((5-(2-(6-((2-methoxyethyl)amino)-2-methylhex-3-yl)-2,6-diazaspiro[3.4]oct-6-yl)-1,2,4-triazin-6-yl)oxy)benzamide fumarate C(\C=C\C(=O)O)(=O)O.C(C)N(C(C1=C(C=CC(=C1)F)OC1=C(N=CN=N1)N1CC2(CN(C2)[C@@H](C(C)C)CCCNCCOC)CC1)=O)C(C)C